3-((2-methoxy-4-nitrophenoxy)methyl)pyridazine COC1=C(OCC=2N=NC=CC2)C=CC(=C1)[N+](=O)[O-]